ClC=1C(=C2C=NNC2=CC1F)OC1=NC=CC2=C1N=C(N=C2N2CCN(CC2)C(C=C)=O)OC[C@H]2N(CCOC2)C 1-[4-(8-[(5-chloro-6-fluoro-1H-indazol-4-yl)oxy]-2-{[(3S)-4-methylmorpholin-3-yl]methoxy}pyrido[3,4-d]pyrimidin-4-yl)piperazin-1-yl]prop-2-en-1-one